2-[(2R)-3-(3,4-dihydro-1H-isoquinolin-2-yl)-2-hydroxy-propyl]-6-(4-methyl-3-oxo-1,4-diazepan-1-yl)-3,4-dihydroisoquinolin-1-one C1N(CCC2=CC=CC=C12)C[C@H](CN1C(C2=CC=C(C=C2CC1)N1CC(N(CCC1)C)=O)=O)O